FC1=C(C=CC(=C1)C1=CC(=NN1)NC=1C(=C2C=NNC2=CC1)C)O 2-fluoro-4-(3-((4-methyl-1H-indazol-5-yl)amino)-1H-pyrazol-5-yl)phenol